COC1=C(CNC2=NC=3C=CC(=CC3C3=C2SC=C3)C(=O)O)C=CC(=C1)OC 4-((2,4-dimethoxybenzyl)amino)thieno[2,3-c]quinoline-8-carboxylic acid